tert-butyl 5-(6-amino-7-methyl-3,4-dihydro-2H-pyrano[3,2-b]pyridin-8-yl)-3-[tert-butyl(dimethyl)silyl]oxy-2,3,4,7-tetrahydroazepine-1-carboxylate NC1=C(C(=C2C(=N1)CCCO2)C=2CC(CN(CC2)C(=O)OC(C)(C)C)O[Si](C)(C)C(C)(C)C)C